6-(1,2,2-trichloroethyl)benzene ClC(C(Cl)Cl)C1=CC=CC=C1